[Na].[Al] aluminium sodium